bis-(4-cyanobutyl)ether C(#N)CCCCOCCCCC#N